tert-butyl 3-(7-(8-methylnaphthalen-1-yl)-2-(((S)-1-methylpyrrolidin-2-yl) methoxy)-5,6,7,8-tetrahydropyrido[3,4-d]pyrimidin-4-yl)-3,6-diazabicyclo[3.1.1]heptane-6-carboxylate CC=1C=CC=C2C=CC=C(C12)N1CC=2N=C(N=C(C2CC1)N1CC2N(C(C1)C2)C(=O)OC(C)(C)C)OC[C@H]2N(CCC2)C